7-amino-N-[2-(3-amino-4-methoxypyrrolidin-1-yl)-4-fluoro-5,6,7,8-tetrahydroquinolin-6-yl]-3-methylthieno[2,3-b]pyrazine-6-carboxamide NC1=C(SC2=NC(=CN=C21)C)C(=O)NC2CC=1C(=CC(=NC1CC2)N2CC(C(C2)OC)N)F